methyl 4-(2,6-dichloropyridin-4-yl)-4-hydroxypiperidine-1-carboxylate ClC1=NC(=CC(=C1)C1(CCN(CC1)C(=O)OC)O)Cl